(Z)-2-((4-([1,1'-biphenyl]-2-yl)-6-(((tetrahydro-2H-pyran-4-yl)amino)-methyl)quinolin-2-yl)methylene)-1-acetylindolin-3-one C1(=C(C=CC=C1)C1=CC(=NC2=CC=C(C=C12)CNC1CCOCC1)\C=C\1/N(C2=CC=CC=C2C1=O)C(C)=O)C1=CC=CC=C1